CC1=NC(=CC(=N1)NC1=NN2C(C=C(C=C2)C2=C(C=NC(=C2)C)O[C@@H]2CC[C@H](CC2)C(=O)O)=C1)C (trans)-4-((4-(2-((2,6-dimethylpyrimidin-4-yl)amino)pyrazolo[1,5-a]pyridin-5-yl)-6-methylpyridin-3-yl)oxy)cyclohexanecarboxylic acid